(5-phenyl-1H-pyrazol-3-yl)carboxamide C1(=CC=CC=C1)C1=CC(=NN1)C(=O)N